CC1([C@]2(C(C[C@H]1CC2)=O)CS(=O)(=O)NS(=O)(=O)C)C 1-((1R,4R)-7,7-dimethyl-2-oxobicyclo[2.2.1]heptan-1-yl)-N-(methylsulfonyl)methanesulfonamide